O=C1NC(CCC1N1C(C2=CC=C(C=C2C1=O)CN1CCC(CC1)N1C(NC2=C1C=CC(=C2)F)=O)=O)=O 2-(2,6-dioxopiperidin-3-yl)-5-((4-(5-fluoro-2-oxo-2,3-dihydro-1H-benzo[d]imidazol-1-yl)piperidin-1-yl)methyl)isoindoline-1,3-dione